4-cyano-N-(6-(2-methylpyridin-4-yl)imidazo[1,2-a]pyrazin-2-yl)tetrahydro-2H-pyran-4-carboxamide C(#N)C1(CCOCC1)C(=O)NC=1N=C2N(C=C(N=C2)C2=CC(=NC=C2)C)C1